2,6-dimethyl-9,10-dihydroanthracene CC1=CC=2CC3=CC=C(C=C3CC2C=C1)C